N-(3,3-dimethylcyclobutyl)-5-(1-methyl-1H-benzo[d][1,2,3]triazol-6-yl)pyrrolo[2,1-f][1,2,4]triazin-2-amine CC1(CC(C1)NC1=NN2C(C=N1)=C(C=C2)C=2C=CC1=C(N(N=N1)C)C2)C